tert-butyl (S)-4-(3-((1-(4-((1-(tert-butoxycarbonyl)pyrrolidin-3-yl)oxy)-3-(naphthalen-2-yl)benzoyl)piperidin-4-yl)oxy)-5-fluorophenyl)piperazine-1-carboxylate C(C)(C)(C)OC(=O)N1C[C@H](CC1)OC1=C(C=C(C(=O)N2CCC(CC2)OC=2C=C(C=C(C2)F)N2CCN(CC2)C(=O)OC(C)(C)C)C=C1)C1=CC2=CC=CC=C2C=C1